C(C)(C)(C)OC(=O)N1[C@@H](C2(CCC2)CC1)[C@@H](C(=O)N1CCN(CC1)C=1C2=C(N=CN1)NC=C2)C2=CC=C(C=C2)Cl (R)-5-((S)-2-(4-(7H-pyrrolo[2,3-d]pyrimidin-4-yl)piperazin-1-yl)-1-(4-chlorophenyl)-2-oxoethyl)-6-azaspiro[3.4]octane-6-carboxylic acid tert-butyl ester